7-[[4-[(dimethylamino)methyl]-1H-indazol-7-yl]sulfanyl]-2-(ethoxymethyl)-6-methyl-1H-imidazo[4,5-c]pyridin-4-amine CN(C)CC1=C2C=NNC2=C(C=C1)SC=1C2=C(C(=NC1C)N)N=C(N2)COCC